C(C)C1CNCCO1 2-ethylmorpholine